CC(=C)C(C(CC(C)C)=NO)(C)C 2,3,3,6-tetramethylhept-1-en-4-one oxime